C(=S)(N1C=NC=C1)N1C=NC=C1 1,1'-Thiocarbonyldiimidazole